dimethyl-(heptenyl)amine CN(C=CCCCCC)C